di-n-propyl (1-methylpropylidene)malonate CC(CC)=C(C(=O)OCCC)C(=O)OCCC